6-(3-(isothiazol-5-yl)-7,8-dihydro-1,6-naphthyridin-6(5H)-yl)-5-methylnicotinonitrile S1N=CC=C1C=1C=NC=2CCN(CC2C1)C1=NC=C(C#N)C=C1C